BrC1=CC=C(C=C1)C(CN1C=NC=C1)CCOC1=CC=C(C=C1)F 1-(2-(4-bromophenyl)-4-(4-fluorophenoxy)butyl)-1H-imidazole